ClC=1C=C(C(=C(C1)C1=NC(=NC=C1N1CCN(CC1)C(=O)O)N1N=C(C=C1)C1=CC=NC=C1)F)NS(=O)(=O)N1CCCC1.OCCN1CCN(CC1)CC 2-[4-(2-hydroxyethyl)piperazin-1-yl]ethane 4-{5-chloro-2-fluoro-3-[(pyrrolidine-1-sulfonyl)amino]phenyl-(3-(pyridin-4-yl)pyrazol-1-yl)pyrimidin-5-yl}piperazine-1-carboxylate